(2S)-3-(6-fluoro-2,3-dimethylphenyl)-2-[N-(prop-2-en-1-yl)4-chloro-2-vinylbenzenesulfonylamino]butanoic acid methyl ester COC([C@H](C(C)C1=C(C(=CC=C1F)C)C)N(CC=C)S(=O)(=O)C1=C(C=C(C=C1)Cl)C=C)=O